ethyl 7-phenethoxychromane-2-carboxylate C(CC1=CC=CC=C1)OC1=CC=C2CCC(OC2=C1)C(=O)OCC